tert-butyl (3-(6-amino-4-bromo-2,3-difluorophenyl)prop-2-yn-1-yl)carbamate NC1=CC(=C(C(=C1C#CCNC(OC(C)(C)C)=O)F)F)Br